NC1=NC(=CC2=C1NC(N2CC2=CC=C(CN1CCC(CC1)CCNC(C1=CC=C(C=C1)CCN)=O)C=C2)=O)OCCCC N-(2-(1-(4-((4-amino-6-butoxy-2-oxo-2,3-dihydro-1H-imidazo[4,5-c]pyridin-1-yl)methyl)benzyl)piperidin-4-yl)ethyl)-4-(2-aminoethyl)benzamide